4-(hydroxyamino)-4-(2-hydroxyethyl)-1,3-dimethyl-4,5-dihydro-1H-pyrazol-5-one ONC1(C(=NN(C1=O)C)C)CCO